N1-(2-(dimethylamino)ethyl)-5-methoxy-N1-methyl-N4-(4-(spiro[cyclobutane-1,3'-pyrrolo[3,2-b]pyridin]-1'(2'H)-yl)-1,3,5-triazin-2-yl)benzene-1,2,4-triamine CN(CCN(C=1C(=CC(=C(C1)OC)NC1=NC=NC(=N1)N1CC2(C3=NC=CC=C31)CCC2)N)C)C